N[C@H](C(=O)O)CC1=CC=C(C=C1)N (S)-2-amino-3-(4-aminophenyl)propionic acid